BrC1=CC=CC(=N1)NC(=O)[C@H]1N(C[C@@H](C1)F)C(=O)OC(C)(C)C (2S,4R)-tert-Butyl 2-((6-bromopyridin-2-yl)carbamoyl)-4-fluoropyrrolidine-1-carboxylate